C(#N)C(C)(C)NC(=O)C1=NC=CC(=C1)N1OC(=CC1)C1=C(C=CC=C1)OC N-[2-[(1-Cyano-1-methylethyl)carbamoyl]-4-pyridyl]-5-(2-methoxyphenyl)isoxazol